methoxycarbonyl isothiocyanate COC(=O)N=C=S